ethyl-carbonic acid C(C)OC(O)=O